(5S)-3-(3-fluoro-5-methyl-phenyl)-N-[rel-(3R,5R)-5-(methoxycarbamoyl)tetrahydrofuran-3-yl]-5-vinyl-4H-isoxazole-5-carboxamid FC=1C=C(C=C(C1)C)C1=NO[C@](C1)(C(=O)N[C@H]1CO[C@H](C1)C(NOC)=O)C=C |o1:16,19|